[Cl-].C(CCC)N1C(=NC(=C1C)C)C 1-butyl-trimethyl-imidazole chloride salt